C1(CC1)C1CN(CC(N1)C)C1=CC=C(C=2N=CC=NC12)C(=O)NC=1C=C(C=2N(C1)C=C(N2)C)F 8-(3-cyclopropyl-5-methylpiperazin-1-yl)-N-(8-fluoro-2-methylimidazo[1,2-a]pyridin-6-yl)quinoxaline-5-carboxamide